C(C)(C)(C)OC[C@@H](C(=O)OC(C)(C)C)NC(C1=CN=CC=C1)=O (S)-tert-butyl 3-(tert-butoxy)-2-(nicotinamido)-propanoate